2-oxo-2-(thiophene-2-yl)acetic acid O=C(C(=O)O)C=1SC=CC1